2,5-dimethyl-2,5-di-tert-butylcumylperoxyhexyne CC1(C(C(C)(C)OOC#CCCCC)=CC(C=C1)(C(C)(C)C)C)C(C)(C)C